CC1(CC(N(O1)CC1=CC=C(C=C1)C1=NOC(=N1)C(F)(F)F)=O)C 5,5-dimethyl-2-({4-[5-(trifluoromethyl)-1,2,4-oxadiazol-3-yl]phenyl}methyl)isoxazolidin-3-one